C(C)C=1N=C2SC(=NN2C1N(C=1SC(=C(N1)C1=CC=C(C=C1)F)C#N)C)N1CC2(C1)CC(C2)C(=O)N2CC(C2)O 2-{[6-Ethyl-2-(6-(3-hydroxyazetidine-1-carbonyl)-2-azaspiro[3.3]heptan-2-yl)imidazo[2,1-b][1,3,4]thiadiazol-5-yl](methyl)amino}-4-(4-fluorophenyl)thiazole-5-carbonitrile